1,1-dimethoxyoctanedione COC(C(C(CCCCC)=O)=O)OC